2,5-dimethyl-2-indan-methanol CC1(CC2=CC=C(C=C2C1)C)CO